FC1=CC=C2C=C(C=C(C2=C1C#C[Si](C(C)C)(C(C)C)C(C)C)C(=O)O)OCOC 7-fluoro-3-(methoxymethoxy)-8-((triisopropylsilyl)ethynyl)-1-naphthoic acid